N2-(4-methoxy-3-(3-(pyrrolidin-1-yl)propoxy)phenyl)-N4-methylpyrimidine-2,4-diamine COC1=C(C=C(C=C1)NC1=NC=CC(=N1)NC)OCCCN1CCCC1